2-(2,6-Dioxopiperidin-3-yl)-4-((3-(4-(4-(5-(2-Fluoro-6-methoxyphenyl)-1H-pyrazolo[4,3-d]pyrimidin-3-yl)phenyl)piperazin-1-yl)-3-oxopropyl)amino)isoindolin-1,3-dion O=C1NC(CCC1N1C(C2=CC=CC(=C2C1=O)NCCC(=O)N1CCN(CC1)C1=CC=C(C=C1)C1=NNC2=C1N=C(N=C2)C2=C(C=CC=C2OC)F)=O)=O